(1s,4s)-4-(4-Bromo-6-nitro-1-oxoisoindolin-2-yl)-N-(3-methoxy-4-methylphenyl)cyclohexanecarboxamide BrC1=C2CN(C(C2=CC(=C1)[N+](=O)[O-])=O)C1CCC(CC1)C(=O)NC1=CC(=C(C=C1)C)OC